(1-propylpentyl)(1-propylnonyl)phosphinic acid C(CC)C(CCCC)P(O)(=O)C(CCCCCCCC)CCC